N1(C=NC=C1)C1=CC=C2C(=NC=NC2=C1)N1CCC(CC1)CCP(O)(O)=O (2-(1-(7-(1H-imidazol-1-yl)quinazolin-4-yl)piperidin-4-yl)ethyl)phosphonic acid